1,1-bis-(4-hydroxyphenyl)-2,2,2-trichloroethane OC1=CC=C(C=C1)C(C(Cl)(Cl)Cl)C1=CC=C(C=C1)O